C(C)(C)C=1C=NN2C1N=C(N=C2NC2=CC(=CC=C2)[N+](=O)[O-])S(=O)(=O)C 8-isopropyl-2-(methylsulfonyl)-N-(3-nitrophenyl)pyrazolo[1,5-a][1,3,5]triazin-4-amine